1-(4,9-dihydroxy-naphtho[2,3-b]furan-2-yl)-ethanone OC1=C2C=CC=CC2=C(C=2OC(=CC21)C(C)=O)O